O-((2R,3R,4R,5R)-4-((tert-butyldimethylsilyl)oxy)-2-(2,4-dioxo-3,4-dihydropyrimidin-1(2H)-yl)-5-(hydroxymethyl)tetrahydrofuran-3-yl) O,O-bis(2-cyanoethyl) phosphorothioate P(O[C@H]1[C@@H](O[C@@H]([C@H]1O[Si](C)(C)C(C)(C)C)CO)N1C(NC(C=C1)=O)=O)(OCCC#N)(OCCC#N)=S